C(C=C)(=O)OCCCCCCCCCCCCCCCCCC[Si](Cl)(Cl)Cl acryloxyoctadecyltrichlorosilane